C(C)N(CC)CCOC=C N,N-Diethylaminoethylvinylether